C(N)(OC=1C=NC=CC1CC)=O 4-ethylpyridin-3-yl carbamate